(triphenyl)phosphonium 4-methylbenzene-1-sulfonate CC1=CC=C(C=C1)S(=O)(=O)[O-].C1(=CC=CC=C1)[PH+](C1=CC=CC=C1)C1=CC=CC=C1